6-methyl-1,5-heptadiene CC(=CCCC=C)C